diethyl 1-formamidobut-3-yne-1,1-dicarboxylate C(=O)NC(CC#C)(C(=O)OCC)C(=O)OCC